tert-butyl 9-(5-methoxy-2-(1-methyl-1H-pyrazol-4-yl)-4-nitrophenyl)-3,9-diazaspiro[5.5]undecane-3-carboxylate COC=1C(=CC(=C(C1)N1CCC2(CCN(CC2)C(=O)OC(C)(C)C)CC1)C=1C=NN(C1)C)[N+](=O)[O-]